C(C)(C)N1C(N(C=2N=NC=3C=CC(=CC3C21)C=2C=NC(=CC2)[C@@H](C)OCCN2CCC(CC2)C2COC2)C)=O (R)-1-isopropyl-3-methyl-8-(6-(1-(2-(4-(oxetan-3-yl)piperidin-1-yl)ethoxy)ethyl)pyridin-3-yl)-1H-imidazo[4,5-c]cinnolin-2(3H)-one